1,1-bis(4-hydroxy-3-tertiarybutylphenyl)propane OC1=C(C=C(C=C1)C(CC)C1=CC(=C(C=C1)O)C(C)(C)C)C(C)(C)C